ClCC(CC)(CCl)CCl 1,1,1-tris(chloromethyl)propane